[5-(4-aminocinnolin-7-yl)-4-[4-(difluoromethyl)pyrazol-1-yl]-2-methoxyphenyl]boronic acid formate C(=O)O.NC1=CN=NC2=CC(=CC=C12)C=1C(=CC(=C(C1)B(O)O)OC)N1N=CC(=C1)C(F)F